[O-2].[Cr+3].[O-2].[O-2].[Cr+3] chromium-oxid